FC1=C(C=C(C(=C1)C(C)(C)O)O)CC1=NC2=C(N1)C=CC(=C2)C(=O)NCCC(F)(F)F 2-[[2-fluoro-5-hydroxy-4-(1-hydroxy-1-methyl-ethyl)phenyl]methyl]-N-(3,3,3-trifluoropropyl)-1H-benzimidazole-5-carboxamide